FC1([C@H](C1)CN1N=CC(=C1)C1=C(N=C2N(C1=O)C=C(N2)C)C(F)(F)F)F 6-(1-{[(1R)-2,2-Difluorocyclopropyl]methyl}-1H-pyrazol-4-yl)-2-methyl-7-(trifluoromethyl)-1H,5H-imidazo[1,2-a]pyrimidin-5-one